FC(C=1C=CC=2N(N1)C(=CN2)C2=NC=CC(=C2)N2CC(OCC2)C(C)NS(=O)(=O)C)F N-(1-(4-(2-(6-(Difluoromethyl)imidazo[1,2-b]pyridazin-3-yl)pyridin-4-yl)morpholin-2-yl)ethyl)methanesulfonamide